5-(6-amino-2-methylpyridin-3-yl)indolin-2-one NC1=CC=C(C(=N1)C)C=1C=C2CC(NC2=CC1)=O